diethyl (methylsulfonylmethyl)phosphonate CS(=O)(=O)CP(OCC)(OCC)=O